N1=C(SC2=C1C1=CC=CC=C1C=C2)B(O)O naphtho[1,2-d]thiazol-2-yl-boronic acid